C(=O)(O)C(C[C@H](N)C(=O)O)C(=O)O γ-carboxylglutamic acid